ClC1=C(C2=C(NC(O[C@@]23CN(CCC3)C(=O)C3=NC(=NN3)[C@@H](CC)C=3C=C(C2=C(NC=N2)C3)C)=O)C=C1)F (R)-6-chloro-5-fluoro-1'-(3-((S)-1-(4-methyl-1H-benzo[d]imidazol-6-yl)propyl)-1H-1,2,4-triazole-5-carbonyl)spiro[benzo[d][1,3]oxazin-4,3'-piperidine]-2(1H)-one